BrC1=CC(=C(C(=C1)Br)NC(=O)C=1N(N=C(C1)C(F)(F)F)C1=NC=CC=C1Cl)C(N=S(C(C)C)C(C)C)=O N-[4,6-dibromo-2-[(di-2-propyl-lambda4-sulfanylidene)carbamoyl]-phenyl]-2-(3-chloro-2-pyridyl)-5-(trifluoromethyl)pyrazole-3-carboxamide